3-[2-oxo-6-(4-piperidyl)benzo[cd]indol-1-yl]piperidine-2,6-dione O=C1N(C2=CC=C(C=3C2=C1C=CC3)C3CCNCC3)C3C(NC(CC3)=O)=O